4-Acetylacetophenone CC(=O)C1=CC=C(C=C1)C(=O)C